1-(4-(3,4-dichlorophenyl)-5-(ethylthio)thiazol-2-yl)-3-methyl-4-(2-nitrobenzyl)-1H-pyrazole-5-carboxylic acid ClC=1C=C(C=CC1Cl)C=1N=C(SC1SCC)N1N=C(C(=C1C(=O)O)CC1=C(C=CC=C1)[N+](=O)[O-])C